COC(=O)C1=C(C=C(CNS(=O)(=O)C)C=C1)S(=O)(=O)N N-(4-methoxycarbonyl-3-aminosulfonyl-benzyl)methanesulfonamide